(R)-8'-(difluoromethoxy)-6',7-bis(trifluoromethyl)-3'H-spiro[chroman-4,2'-imidazo[1,2-a]pyridine] FC(OC=1C=2N(C=C(C1)C(F)(F)F)C[C@@]1(N2)CCOC2=CC(=CC=C21)C(F)(F)F)F